3,3,4-Trimethylhexanediic acid CC(CC(=O)O)(C(CC(=O)O)C)C